COC1=CC(OC(C1)CCC1=CC=CC=C1)=O 4-methoxy-6-(2-phenylethyl)-5,6-dihydro-2H-pyran-2-one